FC1=CC=C(C=C1)C1=NN2C(CN(CC2)C(C)=O)=C1C1=CC(=NC=C1)CC1(OCCO1)C 1-(2-(4-fluorophenyl)-3-(2-((2-methyl-1,3-dioxolan-2-yl)methyl)pyridin-4-yl)-6,7-dihydropyrazolo[1,5-a]pyrazin-5(4H)-yl)ethan-1-one